aluminum nickel-cobalt [Co].[Ni].[Al]